(3-fluorophenyl)(2-(5-(trifluoromethyl)-1,2,4-oxadiazol-3-yl)-6,7-dihydrothieno[3,2-c]pyridin-5(4H)-yl)methanone FC=1C=C(C=CC1)C(=O)N1CC2=C(CC1)SC(=C2)C2=NOC(=N2)C(F)(F)F